FC1=C(C(=CC(=C1)C)F)I 1,3-difluoro-2-iodo-5-methylbenzene